C1(=CC=CC=C1)N(C1=CC=CC=C1)C1=CC=C(C=C1)C1CN(C1)C(=O)N1C[C@H](CC1)C1=CN=NN1 [3-[4-(N-Phenylanilino)phenyl]azetidin-1-yl]-[(3S)-3-(1H-triazol-5-yl)pyrrolidin-1-yl]methanone